2,2'-(cyclohexane-diyl)bis(N,N-diethyl-N-methylethan-1-aminium) iodide [I-].C1(CCCCC1)(CC[N+](CC)(CC)C)CC[N+](C)(CC)CC.[I-]